ClC1=C(C=C(C=C1N1[C@H](CN(CC1)C1CCN(CC1)CCOC)C)C#N)NC1=NC=2N(C(=N1)NC1CC1)N=CC2C#N 2-({2-Chloro-5-cyano-3-[(2S)-4-[1-(2-methoxyethyl)piperidin-4-yl]-2-methylpiperazin-1-yl]phenyl}amino)-4-(cyclopropylamino)pyrazolo[1,5-a][1,3,5]triazine-8-carbonitrile